3-(1-(2-cyanopyridin-4-yl)pyrrolidin-3-yl)-4-methoxy-N-(5-(trifluoromethyl)pyridin-3-yl)benzamide C(#N)C1=NC=CC(=C1)N1CC(CC1)C=1C=C(C(=O)NC=2C=NC=C(C2)C(F)(F)F)C=CC1OC